C(C)N1C2=CCCCC2C2CCCCC12 octahydro-N-ethyl-carbazole